4-(4-(4-bromobenzyl)-3-oxopiperazin-1-yl)benzonitrile BrC1=CC=C(CN2C(CN(CC2)C2=CC=C(C#N)C=C2)=O)C=C1